CN1N(CC(=C1C=1C=C2N=CC=NC2=CC1)C1=CC(=CC=C1)C(F)(F)F)C 1,2-dimethyl-5-(quinoxalin-6-yl)-4-(3-(trifluoromethyl)phenyl)-1H-pyrazol